9-((4,5-dihydro-1H-imidazol-2-yl)methoxy)-6-isopropyl-6H-pyrido[4,3-b]carbazole N1C(=NCC1)COC1=CC=2C=3C=C4C(=CC3N(C2C=C1)C(C)C)C=CN=C4